tricyanomethanide C(#N)[C-](C#N)C#N